C1(CC1)C1=C(C(NC2=CC=NC(=C12)OC)=O)C(C(=O)O)C 2-(4-cyclopropyl-5-methoxy-2-oxo-1,2-dihydro-1,6-naphthyridin-3-yl)propanoic acid